C(C)(C)(C)C1=C(OC(OC2=C(C=C(C=C2C(C)(C)C)C)C(C)(C)C)[Al])C(=CC(=C1)C)C(C)(C)C bis(2,6-di-tert-butyl-4-methylphenoxy)methylaluminum